(1S,4S)-4-Ethoxy-1,2,3,4-tetrahydronaphthalen-1-amine C(C)O[C@H]1CC[C@@H](C2=CC=CC=C12)N